2,3,3-trifluoropropylene FC(=C)C(F)F